C(CCCCCCC)C1=NC(=CC2=C1NC1=CC=CC=C21)C(=O)O 1-octyl-9H-pyrido[3,4-b]indole-3-carboxylic acid